methyl (S)-2-(8-aminooct-1-yn-1-yl)-5-(4-(2-(4-(4-chlorophenyl)-2,3,9-trimethyl-6H-thieno[3,2-f][1,2,4]triazolo[4,3-a][1,4]diazepin-6-yl)acetyl)piperazin-1-yl)benzoate NCCCCCCC#CC1=C(C(=O)OC)C=C(C=C1)N1CCN(CC1)C(C[C@H]1C=2N(C3=C(C(=N1)C1=CC=C(C=C1)Cl)C(=C(S3)C)C)C(=NN2)C)=O